C1(CC1)N(C(OC(C)(C)C)=O)C1CN(CC1)C1=NC=C(N=C1)C(NC1=CC=2N(C=C1)N=C(C2)C)=O tert-butyl cyclopropyl(1-(5-((2-methylpyrazolo[1,5-a]pyridin-5-yl)carbamoyl)pyrazin-2-yl)pyrrolidin-3-yl)carbamate